4-(trifluoromethyl)piperidinium FC(C1CC[NH2+]CC1)(F)F